CN1N=CC(=C1)NC1=NC=CC(=N1)C1=CC2=C([C@H](CCN(C2)C2COC2)NC(=O)C=2OC(=NN2)C(C)(C)C)C=C1 5-tert-butyl-1,3,4-oxadiazole-2-carboxylic acid {(S)-8-[2-(1-methyl-1H-pyrazol-4-ylamino)-pyrimidin-4-yl]-2-oxetan-3-yl-2,3,4,5-tetrahydro-1H-2-benzazepine-5-yl}-amide